gamma-methacryloxypropyl-tris(trimethylsiloxy)silane C(C(=C)C)(=O)OCCC[Si](O[Si](C)(C)C)(O[Si](C)(C)C)O[Si](C)(C)C